tert-butyl 4-(5-((ethylsulfonyl)oxy)pyrimidin-2-yl)-1-methyl-1H-pyrazole-5-carboxylate C(C)S(=O)(=O)OC=1C=NC(=NC1)C=1C=NN(C1C(=O)OC(C)(C)C)C